3-(2-chloro-3-phenylanilino)-5-methoxyisothiazolo[4,5-b]pyrazin ClC1=C(NC2=NSC=3C2=NC(=CN3)OC)C=CC=C1C1=CC=CC=C1